5-(4-Hydroxy-3,5-dimethoxybenzyl)-1,3-dimethylpyrimidine-2,4,6(1H,3H,5H)-trione OC1=C(C=C(CC2C(N(C(N(C2=O)C)=O)C)=O)C=C1OC)OC